4-(allyloxy)aniline methyl-5-(5-hydroxy-1-methylpyrazol-4-yl)-1-methyl-6-oxopyridine-3-carboxylate COC(=O)C1=CN(C(C(=C1)C=1C=NN(C1O)C)=O)C.C(C=C)OC1=CC=C(N)C=C1